CN(CC(=O)O)C1=NC2=CC=C(C=C2C(=C1)C1=CC=CC=C1)CCN1CCCCC1 2-[methyl({4-phenyl-6-[2-(piperidin-1-yl)ethyl]quinolin-2-yl})amino]acetic acid